NC1=C(C=CC=C1)/C(/C#N)=C\C1=CC=CC=C1 (E)-2-(2-aminophenyl)-3-phenylacrylonitrile